C(C)(C)(C)OC(=O)N(CCCCN1C(=C(C2=CC=C(C(=C12)C=1C(=NN(C1C)C)CBr)F)CCCOC1=CC=CC2=CC=CC=C12)C(=O)OCC)C(=O)OC(C)(C)C (rac)-ethyl 1-{4-[bis(tert-butoxycarbonyl)amino]butyl}-7-[3-(bromomethyl)-1,5-dimethyl-1H-pyrazol-4-yl]-6-fluoro-3-{3-[(naphthalen-1-yl)oxy]propyl}-1H-indole-2-carboxylate